(2r,3r)-N-cyclopropyl-3-(3,4-dimethoxybenzyl)-4-hydroxy-2-(4-hydroxy-3-methoxybenzyl)butanamide C1(CC1)NC([C@@H]([C@H](CO)CC1=CC(=C(C=C1)OC)OC)CC1=CC(=C(C=C1)O)OC)=O